N-(2,6-difluoro-3-(5-(2-methylpyrimidin-5-yl)-1H-pyrrolo-[2,3-b]pyridine-3-carbonyl)-phenyl)-3,3,3-trifluoropropane-1-sulfonamide FC1=C(C(=CC=C1C(=O)C1=CNC2=NC=C(C=C21)C=2C=NC(=NC2)C)F)NS(=O)(=O)CCC(F)(F)F